N=1NN=NC1C1=C(C=CC=C1)N1CCN(CC1)CC=1SC2=C(N1)C=CC=C2 2-[[4-[2-(2H-tetrazol-5-yl)phenyl]piperazin-1-yl]methyl]-1,3-benzothiazole